C(C)(C)(C)C1=C(C(=CC(=C1)SSC1=CC(=C(C(=C1)C(C)(C)C)O)C(C)(C)C)C(C)(C)C)O 4,4'-(dithio)bis(2,6-di-tert-butylphenol)